2-Methoxy-2-oxoethyl-1-{2-chloro-4-fluoro-5-[3-methyl-2,6-dioxo-4-(trifluoromethyl)-3,6-dihydropyrimidin-1(2H)-yl]phenoxy}cyclopropancarboxylate COC(COC(=O)C1(CC1)OC1=C(C=C(C(=C1)N1C(N(C(=CC1=O)C(F)(F)F)C)=O)F)Cl)=O